(R)-5-((5-([1,2,4]triazolo[4,3-a]pyridin-6-yl)-4-methoxy-7H-pyrrolo[2,3-d]pyrimidin-2-yl)amino)-1-methylpiperidin-2-one N=1N=CN2C1C=CC(=C2)C2=CNC=1N=C(N=C(C12)OC)N[C@@H]1CCC(N(C1)C)=O